N[C@@H](CS(=O)(O)=O)C(=O)[O-].[Zn+2].N[C@@H](CS(=O)(O)=O)C(=O)[O-] zinc cysteate